1,2,3,4-tetrahydropyrazine N1CCNC=C1